(R)-7-(4-bromo-3-(trifluoromethyl)benzoyl)-6-methyl-3-(4-(4-methyl-4H-1,2,4-triazol-3-yl)phenyl)-2-(methylsulfonyl)-5,6,7,8-tetrahydropyrido[3,4-d]pyrimidin-4(3H)-one BrC1=C(C=C(C(=O)N2CC=3N=C(N(C(C3C[C@H]2C)=O)C2=CC=C(C=C2)C2=NN=CN2C)S(=O)(=O)C)C=C1)C(F)(F)F